N1N=CC(=C1)C1=CC=C(C=C1)N1C(C2(C(C1)CO)NC1=CC=CC=C1C2)=O (4-(1H-pyrazol-4-yl)phenyl)-4'-(hydroxymethyl)spiro[indoline-2,3'-pyrrolidine]-2'-one